5-(3,5-dichlorophenyl)-1,3,4-oxadiazol ClC=1C=C(C=C(C1)Cl)C1=NN=CO1